6-((1-(2-(2,6-dioxopiperidin-3-yl)-1,3-dioxoisoindolin-5-yl)piperidin-4-yl)ethynyl)nicotinaldehyde O=C1NC(CCC1N1C(C2=CC=C(C=C2C1=O)N1CCC(CC1)C#CC1=NC=C(C=O)C=C1)=O)=O